ClC=1N=CC2=C(N1)N(C(=C2)C(OCC)OCC)C2CCCC2 2-chloro-7-cyclopentyl-6-(diethoxymethyl)-7H-pyrrolo[2,3-d]pyrimidine